FC1=CC=C(CC2=NN(C3=CC(=CC=C23)C(=O)N2CCC(CC2)C2=NC3=C(N2CC2=CC(=CC=C2)F)C=CC=C3)C)C=C1 (3-(4-fluorobenzyl)-1-methyl-1H-indazol-6-yl)(4-(1-(3-fluorobenzyl)-1H-benzo[d]imidazol-2-yl)piperidin-1-yl)methanone